(5-(3,5-difluorophenyl)-4,5-dihydro-1H-pyrazol-1-yl)(3-(hydrazinylmethyl)-bicyclo[1.1.1]pentan-1-yl)methanone hydrochloride Cl.FC=1C=C(C=C(C1)F)C1CC=NN1C(=O)C12CC(C1)(C2)CNN